tert-butyl 4-(4-amino-6-bromo-7-methyl-7H-pyrrolo[2,3-d]pyrimidin-5-yl)piperidine-1-carboxylate NC=1C2=C(N=CN1)N(C(=C2C2CCN(CC2)C(=O)OC(C)(C)C)Br)C